2-[(ethoxythiocarbonyl)thio]propionic acid ethyl ester C(C)OC(C(C)SC(=S)OCC)=O